5-(4-fluorophenyl)-6-isopropyl-7-(1-methylsulfonylazetidin-3-yl)oxy-1H-pyrazolo[4,3-g]quinolone FC1=CC=C(C=C1)C1=C(C(=NC2=CC3=C(C=C12)C(NN3)=O)OC3CN(C3)S(=O)(=O)C)C(C)C